CN(C1=C(C=C(C=C1)F)C(C)NC(CN1C(NC2=CC=CC=C2C1=O)=O)=O)C N-(1-(2-(dimethylamino)-5-fluorophenyl)ethyl)-2-(2,4-dioxo-1,4-dihydroquinazolin-3(2H)-yl)acetamide